5,7,4'-trihydroxy-6-isopentenyl-isoflavone OC1=C2C(C(=COC2=CC(=C1CCC(=C)C)O)C1=CC=C(C=C1)O)=O